5-amino-3-(3-hydroxy-3-methyl-butyl)-1-methyl-benzimidazol-2-one NC1=CC2=C(N(C(N2CCC(C)(C)O)=O)C)C=C1